(S)-6-chloro-7-(2,6-dimethylphenyl)-4-(2-methyl-4-(2,3,4,5-tetrafluoro-6-(methylsulfonyl)phenyl)piperazin-1-yl)quinoline ClC=1C=C2C(=CC=NC2=CC1C1=C(C=CC=C1C)C)N1[C@H](CN(CC1)C1=C(C(=C(C(=C1S(=O)(=O)C)F)F)F)F)C